NCCN1C=CC=C1 1-(2-aminoethyl)pyrrole